O1COC2=C1C=CC(=C2)C(CC(=O)O)C2=CC1=CC(=CC=C1C=C2)OCC(=O)NC2(CCCCC2)C 3-(benzo[d][1,3]dioxol-5-yl)-3-(7-(2-((1-methylcyclohexyl)amino)-2-oxoethoxy)naphthalen-2-yl)propanoic acid